9,12-dimethyleicosanedioic acid CC(CCCCCCCC(=O)O)CCC(CCCCCCCC(=O)O)C